C1(=CC=CC=C1)N(C1=CC=2C3(C4=CC(=CC=C4C2C=C1)N(C1=CC=CC=C1)C1=CC=CC=C1)C1=CC(=CC=C1C=1C=CC(=CC13)N(C1=CC=CC=C1)C1=CC=CC=C1)N(C1=CC=CC=C1)C1=CC=CC=C1)C1=CC=CC=C1 2,2',7,7'-tetra(diphenylamino)-9,9'-spirobifluorene